NC=1C2=C(N(CN1)C1=C3C=CN=C(C3=CC=C1C)NC1=C(C(=CC=C1)Cl)F)C=CN=C2 4-Amino-N-(1-((3-chloro-2-fluorophenyl)amino)-6-methylisoquinolin-5-yl)pyrido[4,3-d]pyrimidine